3-(benzo[d][1,3]dioxol-5-yl)-N,N-diphenylacrylamide O1COC2=C1C=CC(=C2)C=CC(=O)N(C2=CC=CC=C2)C2=CC=CC=C2